N1(N=CC=C1)C1=CC=C(C=N1)N1C[C@H](CC1)COC1=NC(=NC=C1)C1CC1 (S)-4-((1-(6-(1H-pyrazol-1-yl)pyridin-3-yl)pyrrolidin-3-yl)methoxy)-2-cyclopropylpyrimidine